(±)-N-(5-bromo-2-fluoro-4-(trifluoromethyl)phenyl)-1-fluoro-6,7,8,9-tetrahydro-5H-5,8-epiminocyclohepta[c]pyridine-10-carboxamide BrC=1C(=CC(=C(C1)NC(=O)N1C2CCC1CC=1C(=NC=CC12)F)F)C(F)(F)F